Cl.Cl.C[C@@H]1[C@@H](NC2=C(O1)C(=NC(=N2)N)N2C[C@@H](CC2)NC)C (6R,7S)-6,7-Dimethyl-4-((R)-3-(methylamino)pyrrolidin-1-yl)-7,8-dihydro-6H-pyrimido[5,4-b][1,4]oxazin-2-amine dihydrochloride salt